1-(4-(1-((4-((2-(tert-butoxy)-2-oxoethyl)carbamoyl)phenyl)sulfonyl)piperidin-4-yl)phenoxy)-3,6,9,12,15-pentaoxaoctadecan-18-oic acid C(C)(C)(C)OC(CNC(=O)C1=CC=C(C=C1)S(=O)(=O)N1CCC(CC1)C1=CC=C(OCCOCCOCCOCCOCCOCCC(=O)O)C=C1)=O